ClC1=C(C=CC(=C1)C(F)(F)F)C=1OC2=C(C(=CC(=C2C(C1)=O)O)O)[C@H]1[C@@H](N(CC1)C)CO 2-(2-chloro-4-trifluoromethylphenyl)-5,7-dihydroxy-8-((2R,3S)-2-hydroxymethyl-1-methylpyrrolidin-3-yl)-4H-chromen-4-one